C(=O)([O-])C(O)C(O)C(=O)[O-].[Sn+4].C(=O)([O-])C(O)C(O)C(=O)[O-] tin tartrate